COCCCN1C(N(C(C=2NC(=NC12)C=1C=NC(=CC1)NCCCN1C(CCC1)=O)=O)CCC)=O 3-(3-methoxypropyl)-8-(6-((3-(2-oxo-1-pyrrolidinyl)propyl)amino)-3-pyridinyl)-1-propylxanthine